ONC(=O)C1=CC2=C(OCC(N2C(C)C2=CC=CC=C2)=O)C=C1 N-hydroxy-3-oxo-4-(1-phenylethyl)-3,4-dihydro-2H-benzo[b][1,4]oxazine-6-carboxamide